CN1C(=NC(=C1)C)C 1,2,4-trimethyl-1H-imidazole